(3-(4-(4-cyanophenyl)piperidine-1-carbonyl)-1-methyl-1H-pyrazol-5-yl)-3-isobutylurea C(#N)C1=CC=C(C=C1)C1CCN(CC1)C(=O)C1=NN(C(=C1)NC(=O)NCC(C)C)C